C(C)(C)C1=C(NC2=CC=C(C=C12)C1CCN(CC1)CC(=O)N(C)C)C1=CN(C(C(=C1)OC)=O)C 2-(4-(3-isopropyl-2-(5-methoxy-1-methyl-6-oxo-1,6-dihydropyridin-3-yl)-1H-indol-5-yl)piperidin-1-yl)-N,N-dimethylacetamide